N-[(6-Amino-2-pyridyl)sulfonyl]-2-(2,4-dimethylphenoxy)-6-(1-isobutylpyrazol-4-yl)pyridin-3-carboxamid NC1=CC=CC(=N1)S(=O)(=O)NC(=O)C=1C(=NC(=CC1)C=1C=NN(C1)CC(C)C)OC1=C(C=C(C=C1)C)C